2,2,2-trichloroethyl (E)-(6-(5,5-dimethyl-1,3-dioxan-2-yl)-1-(6-methyl-4,8-dioxo-1,3,6,2-dioxazaborocan-2-yl)hex-2-en-1-yl)sulfamate CC1(COC(OC1)CCC/C=C/C(B1OC(CN(CC(O1)=O)C)=O)NS(OCC(Cl)(Cl)Cl)(=O)=O)C